3-(tert-butoxycarbonyl)-8-oxa-3-azabicyclo[3.2.1]octane-6-carboxylic acid C(C)(C)(C)OC(=O)N1CC2CC(C(C1)O2)C(=O)O